C(C1=CC=CC=C1)OC=1C=CC=C2C=C(N(C12)CC1CC1)C=1OC2=C(C1CCO[Si](C1=CC=CC=C1)(C1=CC=CC=C1)C(C)(C)C)C(=CC(=C2)C(=O)OCC)OC ethyl 2-(7-(benzyloxy)-1-(cyclopropylmethyl)-1H-indol-2-yl)-3-(2-((tert-butyldiphenylsilyl)oxy)ethyl)-4-methoxybenzofuran-6-carboxylate